CCCCC/C=C\C/C=C\CCCCCCCCCC(=O)O[C@H](COC(=O)CC/C=C\C/C=C\C/C=C\C/C=C\C/C=C\C/C=C\CC)COP(=O)([O-])OCC[N+](C)(C)C 1-(4Z,7Z,10Z,13Z,16Z,19Z-docosahexaenoyl)-2-(11Z,14Z-eicosadienoyl)-glycero-3-phosphocholine